N2-(3-methyltetrahydrofuran-3-yl)-6-(3-pyridyl)-N3-tetrahydrofuran-3-yl-pyridine-2,3-diamine CC1(COCC1)NC1=NC(=CC=C1NC1COCC1)C=1C=NC=CC1